BrC1=CC(=C(O[C@@H](C)C2=NOC(=N2)NC(C)=O)C=C1)F N-{3-[(1S)-1-(4-bromo-2-fluorophenoxy)ethyl]-1,2,4-oxadiazol-5-yl}acetamide